methylamine trifluoroacetic acid salt FC(C(=O)O)(F)F.CN